CC(C)NC(O[C@H]1C[C@H](CC1)C1=CC(=NN1)NC(=O)C1=CC(=NN1C)COC)=O (1R,3S)-3-[3-(([3-(methoxymethyl)-1-methyl-1H-pyrazol-5-yl]carbonyl)amino)-1H-pyrazol-5-yl]cyclopentyl propan-2-ylcarbamate